methyl 5-[(3-methoxycyclohexyl)oxy]-4-(3-methoxypyridin-2-yl)-6-oxopyran-2-carboxylate COC1CC(CCC1)OC1=C(C=C(OC1=O)C(=O)OC)C1=NC=CC=C1OC